C(C(=C)C)(=O)OCC1C(OC1F)(F)F 3-(methacryloxymethyl)-2,2,4-trifluorooxetane